1-bromo-2,5-dimethoxy-4-methyl-benzene BrC1=C(C=C(C(=C1)OC)C)OC